(1S,2S,3S,6R)-6-((2-(6-chloronaphthalen-2-yl)ethyl)amino)-4-(fluoromethyl)cyclohex-4-ene-1,2,3-triol ClC=1C=C2C=CC(=CC2=CC1)CCN[C@@H]1C=C([C@@H]([C@@H]([C@H]1O)O)O)CF